C(C)N1CCN(CC1)CC1=CC(=C2CN(C(C2=C1)=O)C1=CC(=CC=C1)C1(COC1)CC1=NN=CN1C)C(F)(F)F 6-((4-ethylpiperazin-1-yl)methyl)-2-(3-(3-((4-methyl-4H-1,2,4-triazol-3-yl)methyl)oxetan-3-yl)phenyl)-4-(trifluoromethyl)isoindolin-1-one